C(C)(C)[Ti] Isopropyl-Titanium